Cl.FC1=CC2=C(C(CC3(O2)CNC3)=O)C=C1 7'-fluoro-3',4'-dihydrospiro[azetidine-3,2'-[1]benzopyran]-4'-one hydrochloride